FC1=CC=C(C=C1)P(C1=CC=C(C=C1)C)C1=CC=C(C=C1)F bis(4-fluorophenyl)(4-methylphenyl)phosphine